6-bromo-4-[2-[(6-chloro-2-pyridyl)oxy]ethoxy]pyridine-3-carbaldehyde BrC1=CC(=C(C=N1)C=O)OCCOC1=NC(=CC=C1)Cl